CNC(CN(CC1=NC2=CC=C(C=C2C(N1)=O)C)C)=O N-methyl-2-(methyl((6-methyl-4-oxo-3,4-dihydroquinazolin-2-yl)methyl)amino)acetamide